2-ethyl-5-methyl-N-(((1r,4R)-4-(methylsulfonyl)cyclohexyl)methyl)-1H-imidazole-4-carboxamide C(C)C=1NC(=C(N1)C(=O)NCC1CCC(CC1)S(=O)(=O)C)C